The molecule is a 3-oxo-Delta(4) steroid, a 21-hydroxy steroid, a 20-oxo steroid and a primary alpha-hydroxy ketone. It derives from an aldosterone. C[C@]12CCC(=O)C=C1CC[C@@H]3[C@@H]2[C@@H]4C[C@]5([C@H]3CC[C@@H]5C(=O)CO)C(O4)O